S1C(=NC=C1)C1=CC(=CC=2N=C(OC21)N2CC1N(C(C2)C1)C(=O)OC(C)(C)C)C(C(F)(F)F)(O)O tert-Butyl 3-(7-(thiazol-2-yl)-5-(2,2,2-trifluoro-1,1-dihydroxyethyl)benzo[d]oxazol-2-yl)-3,6-diazabicyclo[3.1.1]heptane-6-carboxylate